OC1=CC=C2N=CC(=NC2=C1)C=1CC2(CN(C2)C(=O)OC(C)(C)C)C1 tertbutyl 6-(7-hydroxyquinoxalin-2-yl)-2-azaspiro[3.3]hept-6-ene-2-carboxylate